(2-(1-(7,8-dichloro-4-(1H-imidazol-1-yl)quinolin-2-yl)pyrrolidin-2-yl)acetyl)glycine ClC1=CC=C2C(=CC(=NC2=C1Cl)N1C(CCC1)CC(=O)NCC(=O)O)N1C=NC=C1